C[Si]([Si]([Si](CCCCCCCCCCCCCCCCCC)(C)C)([Si](CCCCCCCCCCCCCCCCCC)(C)C)C1=CC=CC=C1)(CCCCCCCCCCCCCCCCCC)C 2-(dimethyl(octadecyl)silyl)-1,1,3,3-tetramethyl-1,3-dioctadecyl-2-phenyltrisilane